Cl.FC1(CCNCC12CC2)F 8,8-difluoro-5-azaspiro[2.5]octane hydrochloride